2-(2-hydroxy-3,5-di-tertiary amyl-phenyl)benzotriazole OC1=C(C=C(C=C1C(C)(C)CC)C(C)(C)CC)N1N=C2C(=N1)C=CC=C2